2-(2,4,6-trifluorophenyl)ethan-1-amine FC1=C(C(=CC(=C1)F)F)CCN